NC1=CC(=NC=N1)CO (6-aminopyrimidin-4-yl)methanol